C(C1=CC=CC=C1)OC1CN(CC(C1)C=O)C(=O)OC(C)(C)C tert-Butyl 3-(benzyloxy)-5-formylpiperidine-1-carboxylate